5-chloro-6-(3-fluoro-1-(3-methyloxetan-3-yl)piperidin-4-yl)-1H-indazole ClC=1C=C2C=NNC2=CC1C1C(CN(CC1)C1(COC1)C)F